ethyl 2-{[(tert-butoxy) carbonyl] (methyl) amino}-5-(2-hydroxy-3-{[tris(prop-2-yl) silyl] oxy} propyl)-1,3-thiazole-4-carboxylate C(C)(C)(C)OC(=O)N(C=1SC(=C(N1)C(=O)OCC)CC(CO[Si](C(C)C)(C(C)C)C(C)C)O)C